Cl.CN Methylamine HCl